NC1=CC=C(C=C1)NC1=CC(=CC(=C1)NC1=CC=C(C=C1)N)NC1=CC=C(C=C1)N 1,3,5-Tri(4-aminophenylamino)benzol